N-phenylphenylenediammonium C1(=CC=CC=C1)[NH2+]C1=C(C=CC=C1)[NH3+]